ethyl 3-fluoro-4-((1s,4r)-4-octylcyclohexyl)-1H-pyrrole-2-carboxylate FC1=C(NC=C1C1CCC(CC1)CCCCCCCC)C(=O)OCC